BrCC=1OC(OC1CO)=O 4-(bromomethyl)-5-(hydroxymethyl)-1,3-dioxacyclopentene-2-one